C1(=CC=CC2=CC=CC=C12)CC=1C(=C2N(C(CNS2(=O)=O)C(=O)O)C(C1)=O)C1=CC(=CC=C1)C(F)(F)F 8-(naphthalen-1-ylmethyl)-6-oxo-9-(3-(trifluoromethyl)phenyl)-3,4-dihydro-2H,6H-pyrido[1,2-e][1,2,5]thiadiazine-4-carboxylic acid 1,1-dioxide